(S)-(+)-2-methyl-5-(1-propen-2-yl)-2-cyclohexen-1-one CC=1C(C[C@H](CC1)C(=C)C)=O